C(CCCCCCCCCCC)N1N=CC=C1 1-dodecyl-azazole